4-(4-(6-(((1R,3s,5S)-9-azabicyclo[3.3.1]nonan-3-yl)(methyl)amino)pyridazin-3-yl)-3-hydroxyphenyl)-1,6-dimethylpyridin-2(1H)-one [C@H]12CC(C[C@H](CCC1)N2)N(C2=CC=C(N=N2)C2=C(C=C(C=C2)C2=CC(N(C(=C2)C)C)=O)O)C